C(C1=CC=CC=C1)(=O)N1N=C(C(=C1NCC=1SC(=CC1)Cl)C)C1CN(CC1C)C(N(C)C)=O 3-(1-Benzoyl-5-{[(5-chlorothiophen-2-yl)methyl]amino}-4-methyl-1H-pyrazol-3-yl)-1-(dimethylcarbamoyl)-4-methylpyrrolidin